N1C=CC2=CC=C(C=C12)NC(NC(CC(=O)NC=1C=NC=CC1)C1=CC2=C(SCCN2CC2=CC=CC=C2)C=C1)=O 3-(3-(1H-indol-6-yl)ureido)-3-(4-benzyl-3,4-dihydro-2H-benzo[b][1,4]thiazin-6-yl)-N-(pyridin-3-yl)propanamide